tert-butyl (Z)-4-(4-((6-chloro-7-fluoro-1H-indol-3-yl)methylene)-2,5-dioxoimidazolidin-1-yl)-4-(4-chlorophenyl)butyrate ClC1=CC=C2C(=CNC2=C1F)\C=C\1/NC(N(C1=O)C(CCC(=O)OC(C)(C)C)C1=CC=C(C=C1)Cl)=O